C1(CC1)C(=O)C=1C=C(C=C2C(=NC=NC12)N([C@@H](C)C1=NC=NN1C1=CC=C(C=N1)C#N)C)C(F)(F)F 6-[5-[(1S)-1-[[8-(cyclopropanecarbonyl)-6-(trifluoromethyl)quinazolin-4-yl]-methyl-amino]ethyl]-1,2,4-triazol-1-yl]pyridine-3-carbonitrile